N-(1-((R)-1-(5-hydroxy-6-((1R,5S)-2-oxo-3-azabicyclo[3.1.0]hexan-3-yl)pyridin-3-yl)ethyl)-1H-pyrazol-4-yl)-3-methylpyrazine-2-carboxamide OC=1C=C(C=NC1N1C([C@@H]2C[C@@H]2C1)=O)[C@@H](C)N1N=CC(=C1)NC(=O)C1=NC=CN=C1C